3-(5-Methoxy-3-pyridyl)benzoic acid COC=1C=C(C=NC1)C=1C=C(C(=O)O)C=CC1